dimethoxybromobenzene COC=1C(=C(C=CC1)Br)OC